N2-(2-methoxy-4-(4-(4-methylpiperazin-1-yl)piperidin-1-yl)phenyl)-N4-(1-(methylsulfonyl)indolin-7-yl)-6,7-dihydro-5H-cyclopenta[d]pyrimidine-2,4-diamine COC1=C(C=CC(=C1)N1CCC(CC1)N1CCN(CC1)C)NC=1N=C(C2=C(N1)CCC2)NC=2C=CC=C1CCN(C21)S(=O)(=O)C